S1C(CCCC1)CCSSCCC1SCCCC1 [2-(tetrahydro-2h-thiopyran-2-yl) ethyl] disulfide